BrC1=C(N)C(=CC(=C1)F)C(F)(F)F 2-bromo-4-fluoro-6-(trifluoromethyl)aniline